COC(=O)[C@@H]1O[C@]([C@H]([C@H]1C1=C(C(=C(C=C1)F)F)OC1CCC1)C)(C(F)(F)F)C (2r,3s,4s,5r)-3-[2-(cyclobutoxy)-3,4-difluoro-phenyl]-4,5-dimethyl-5-(trifluoromethyl)tetrahydrofuran-2-carboxylic acid methyl ester